3-ethyl-2-acetylpyrazine C(C)C=1C(=NC=CN1)C(C)=O